C(C)[C@@]1(CN(CC[C@H]1O)C1=NC=CC(=N1)NC=1N=CC2=C(C=CC(=C2C1)C(C)C)N1CC(C1)CS(=O)(=O)C)F (3S,4R)-3-ethyl-3-fluoro-1-[4-({8-[3-(methanesulfonyl-methyl)azetidin-1-yl]-5-(propan-2-yl)isoquinolin-3-yl}amino)pyrimidin-2-yl]piperidin-4-ol